N-[trans-(7RS,9RS)-7-[(4-bromophenyl)methylcarbamoylamino]-3-cyclopropyl-5-(2-methylpropylsulfamoyl)-8,9-dihydro-7H-cyclopenta[h]isoquinolin-9-yl]pyridine-3-carboxamide BrC1=CC=C(C=C1)CNC(=O)N[C@@H]1C[C@H](C=2C1=CC(=C1C=C(N=CC21)C2CC2)S(NCC(C)C)(=O)=O)NC(=O)C=2C=NC=CC2 |r|